N-[4-[4-amino-7-(2,2,2-trifluoroethyl)-7H-pyrrolo[2,3-d]pyrimidin-5-yl]phenyl]-5-(5-fluoropyridin-2-yl)-1-isopropyl-4-oxo-1,4-dihydropyridazine-3-carboxamide NC=1C2=C(N=CN1)N(C=C2C2=CC=C(C=C2)NC(=O)C2=NN(C=C(C2=O)C2=NC=C(C=C2)F)C(C)C)CC(F)(F)F